(((6-chloro-2-(3,3-dimethylmorpholino)-3-(methoxycarbonyl) pyridin-4-yl) oxy) methyl) piperazine-1-carboxylate N1(CCNCC1)C(=O)OCOC1=C(C(=NC(=C1)Cl)N1C(COCC1)(C)C)C(=O)OC